C(C)N(CC(CO)O)CC 3-(diethylamino)-1,2-propylene glycol